C(C)[N+]1=CC=C(C=C1)C1=CC=[N+](C=C1)CC 1,1'-bis(ethyl)-4,4'-bipyridinium